(2-Cyanoisoindolin-5-yl)-1-methylpyrrolidine-3-carboxamide C(#N)N1CC2=CC=C(C=C2C1)C1N(CCC1C(=O)N)C